3-amino-7-fluoro-4-((2-(2-nitro-1H-imidazol-1-yl)ethyl)carbamoyl)heptanoic acid NC(CC(=O)O)C(CCCF)C(NCCN1C(=NC=C1)[N+](=O)[O-])=O